N-[2-(2-aminoethoxy)ethyl]-5-[[2,4-dichloro-5-(2-pyridyl)benzoyl]amino]-1-phenyl-pyrazole-3-carboxamide NCCOCCNC(=O)C1=NN(C(=C1)NC(C1=C(C=C(C(=C1)C1=NC=CC=C1)Cl)Cl)=O)C1=CC=CC=C1